N-(methyl-d3)-4-((2-(2,2-difluoroethoxy)-4-(1-ethyl-1H-pyrazol-4-yl)phenyl)amino)pyridazine-3-carboxamide C(NC(=O)C=1N=NC=CC1NC1=C(C=C(C=C1)C=1C=NN(C1)CC)OCC(F)F)([2H])([2H])[2H]